C(CCCCCCCCCCCCCCCCCCCCC)OC(=O)CCCCCCCCC capric acid behenyl ester